5-(1-(3,5-difluorophenyl)ethoxy)-3-(5-(2-(1-methylpiperidin-4-yl)ethyl)-1,4,5,6-tetrahydropyrrolo[3,4-d]imidazol-2-yl)-1H-indazole FC=1C=C(C=C(C1)F)C(C)OC=1C=C2C(=NNC2=CC1)C1=NC2=C(N1)CN(C2)CCC2CCN(CC2)C